NC1=C(C=C(C=N1)C=1C=C2C(=C(C=NC2=CC1)C#N)NC(C)C1=CC=CC=C1)C#N 6-(6-amino-5-cyanopyridin-3-yl)-4-((1-phenylethyl)amino)quinoline-3-carbonitrile